(1S,3R,4S)-5,5-difluoro-N-((S,E)-4-fluoro-4-(methylsulfonyl)-1-((S)-2-oxopyrrolidin-3-yl)but-3-en-2-yl)-2-(9-hydroxy-9H-fluorene-9-carbonyl)-2-azabicyclo[2.2.2]octane-3-carboxamide FC1([C@@H]2[C@@H](N([C@H](C1)CC2)C(=O)C2(C1=CC=CC=C1C=1C=CC=CC21)O)C(=O)N[C@@H](C[C@H]2C(NCC2)=O)\C=C(\S(=O)(=O)C)/F)F